ClC1=NC(=NC=C1C(F)(F)F)NC1=C(C=C(C=C1)S(=O)(=O)NC([2H])([2H])[2H])F 4-((4-chloro-5-(trifluoromethyl)pyrimidin-2-yl)amino)-3-fluoro-N-(methyl-d3)benzenesulfonamide